N1=C(C=NC(=C1)C(=O)NN)C(=O)NN pyrazine-2,5-dihydrazide